ClC=1C=C2C=C(C=NC2=CC1)NC1=NC(=NC=C1)Cl 6-chloro-N-(2-chloropyrimidin-4-yl)quinolin-3-amine